ClC1=CC=C(C(=N1)C(=O)O)N[C@H](C)C1=C2N=C(C(=NC2=CC(=C1)C)C#N)C=1CCOCC1 (R)-6-chloro-3-((1-(2-cyano-3-(3,6-dihydro-2H-pyran-4-yl)-7-methylquinoxalin-5-yl)ethyl)amino)picolinic acid